C(#N)[C@@H](C[C@H]1C(NCC1)=O)NC(=O)[C@H]1N([C@@H]2CC([C@H]1CC2)(F)F)C(=O)C=2C=CC=C1C=C(NC21)C (1S,3S,4S)-N-((R)-1-cyano-2-((S)-2-oxopyrrolidin-3-yl)ethyl)-5,5-difluoro-2-(2-methyl-1H-indole-7-carbonyl)-2-azabicyclo[2.2.2]octane-3-carboxamide